ClC1=C(OC2(CC2)C(=O)O)C=C(C(=C1)F)N1C(N(C(N(C1=O)C)=S)C)=O 1-[2-chloro-5-(3,5-dimethyl-2,6-dioxo-4-sulfanylidene-1,3,5-triazinan-1-yl)-4-fluorophenoxy]cyclopropanecarboxylic acid